2-(5-cyclopropyl-3-((3aR,7aS)-6-methyloctahydro-1H-pyrrolo[2,3-c]pyridin-1-yl)-1,2,4-triazin-6-yl)-5-(trifluoromethyl)phenol C1(CC1)C=1N=C(N=NC1C1=C(C=C(C=C1)C(F)(F)F)O)N1CC[C@@H]2[C@H]1CN(CC2)C